C(C)(C)C1=C(C(=CC=C1)C(C)C)N1C(N(C=C1)C1=C(C=CC=C1C(C)C)C(C)C)Cl 1,3-bis(2,6-diisopropylphenyl)imidazolyl chloride